C(C)(C)(C)OC(=O)N1CC(C1)N(C)CC=1C(=NN(C1)C1OCCCC1)I 3-(((3-iodo-1-(tetrahydro-2H-pyran-2-yl)-1H-pyrazol-4-yl)methyl)(methyl)amino)azetidine-1-carboxylic acid tert-butyl ester